FC(O[C@@H]1CC[C@H](CC1)NC1=NN2C(C(=N1)OC)=C(C=C2)C2=CC=1N(C=C2)N=CC1)F N-(trans-4-(difluoromethoxy)cyclohexyl)-4-methoxy-5-(pyrazolo[1,5-a]pyridin-5-yl)pyrrolo[2,1-f][1,2,4]triazin-2-amine